ClC1=C(C=CC(=C1)C(F)(F)F)CC1CCN(CC1)C(=O)OC(C)(C)C tert-Butyl 4-[[2-chloro-4-(trifluoromethyl)phenyl] methyl]piperidine-1-carboxylate